1-amino-2,3-dimethyl-4-methylsulfonyloxybenzene NC1=C(C(=C(C=C1)OS(=O)(=O)C)C)C